Imidazole-5-carboxamide hydrochloride Cl.N1C=NC=C1C(=O)N